3-(2-methoxyphenyl)-2-propenoic acid COC1=C(C=CC=C1)C=CC(=O)O